Cl.N1=NC=C2N1CCCNC2 5,6,7,8-tetrahydro-4H-[1,2,3]triazolo[1,5-a][1,4]diazepine, hydrochloride